tert-butyl 4-(3-(2,4-dioxotetrahydropyrimidin-1(2H)-yl)-5-fluoro-1-methyl-1H-indazol-6-yl)-3,6-dihydropyridine-1(2H)-carboxylate O=C1N(CCC(N1)=O)C1=NN(C2=CC(=C(C=C12)F)C=1CCN(CC1)C(=O)OC(C)(C)C)C